C1(CC1)(C1CC1)CC(=O)NC1=C(C(=NN1C)CC1=C(C(=CC(=C1)F)F)F)C1CCC1 2-([1,1'-bi(cyclopropan)]-1-yl)-N-(4-cyclobutyl-1-methyl-3-(2,3,5-trifluorobenzyl)-1H-pyrazol-5-yl)acetamide